C(C)C1(CS(C2=C(N(C1)C1=CC=C(C=C1)F)C=C(C(=C2)O)SC)(=O)=O)CC 3,3-diethyl-5-(4-fluorophenyl)-8-hydroxy-7-(methylsulfanyl)-2,3,4,5-tetrahydro-1,5-benzothiazepine 1,1-dioxide